C(C)(C)NC(O[C@H]1C[C@H](CC1)C1=NNC(=C1)NC1=NC=CC2=C1SC(=N2)NC(C)=O)=O |o1:6,8| rel-(1R,3S)-3-(5-((2-acetamidothiazolo[5,4-c]pyridin-4-yl)amino)-1H-pyrazol-3-yl)cyclopentyl isopropylcarbamate